(2R,3S,4S)-4-hydroxy-2-[(4-methoxyphenyl)methyl]pyrrolidin-3-yl N-(1H-1,3-benzodiazol-5-ylmethyl)carbamate N1C=NC2=C1C=CC(=C2)CNC(O[C@H]2[C@H](NC[C@@H]2O)CC2=CC=C(C=C2)OC)=O